C(C)[C@@H]1NC[C@@H](NC[C@@H](NC1)CC)CC (2S,5S,8S)-2,5,8-triethyl-1,4,7-triazacyclononane